5-(4-((2-ethyl-8-fluoro-3-oxo-3,4-dihydroquinoxalin-6-yl)methyl)piperazin-1-yl)-N-(2-hydroxyethyl)-6-methylpicolinamide C(C)C1=NC2=C(C=C(C=C2NC1=O)CN1CCN(CC1)C=1C=CC(=NC1C)C(=O)NCCO)F